CN1N=C(C=2C=NC=3C=CC=CC3C21)N 1-methyl-1H-pyrazolo[4,3-c]quinolin-3-amine